N-[2-chloro-5-[3-cyano-4-[[(1R)-1-(4-fluorophenyl)ethyl]amino]-6-quinolyl]-3-pyridyl]methanesulfonamide ClC1=NC=C(C=C1NS(=O)(=O)C)C=1C=C2C(=C(C=NC2=CC1)C#N)N[C@H](C)C1=CC=C(C=C1)F